tert-butyl N-[(3R)-1-(5-bromopyridin-2-yl)pyrrolidine-3-yl]-N-cyclopropylcarbamate BrC=1C=CC(=NC1)N1C[C@@H](CC1)N(C(OC(C)(C)C)=O)C1CC1